[C@@H](C)(CC)NC(=O)[C@H]1CN([C@@H]2CC=3C4=C(C2=C1)C=CC=C4NC3)CCC(F)(F)F (6aR,9R)-N-((R)-sec-butyl)-7-(3,3,3-trifluoropropyl)-4,6,6a,7,8,9-hexahydroindolo[4,3-fg]quinoline-9-carboxamide